5-chloro-3-chlorosulfonylthiophene ClC1=CC(=CS1)S(=O)(=O)Cl